BrC(C(OC)OC)COC 2-Bromo-1,1,3-trimethoxypropane